C(CCCCC)C(C(=O)OCCCCCC(CCCCCOC(CC(CSCCCCCCC)SCCCCCCC)=O)N(C)CCCCO[Si](C1=CC=CC=C1)(C1=CC=CC=C1)C(C)(C)C)CCCCCCCC 11-((3,4-bis(Heptylthio)butanoyl)oxy)-6-((4-((tert-butyldiphenylsilyl)oxy)butyl)-(methyl)amino)undecyl 2-hexyldecanoate